C1(CCCCC1)CC1=CC=C(N=N1)NC([O-])=O N-[6-(cyclohexylmethyl)pyridazin-3-yl]carbamate